1-naphthalenepentanoic acid C1(=CC=CC2=CC=CC=C12)CCCCC(=O)O